2-(6-methoxy-naphthalen-2-yl)-4,6-bis-trichloromethyl-s-triazine COC=1C=C2C=CC(=CC2=CC1)C1=NC(=NC(=N1)C(Cl)(Cl)Cl)C(Cl)(Cl)Cl